ClC1=C(C=CC(=C1)F)C(\C=C\C1=CC(=C(C=C1)O)OCC)=O (E)-1-(2-Chloro-4-fluorophenyl)-3-(3-ethoxy-4-hydroxyphenyl)prop-2-en-1-one